N-(4-chloro-2-fluoro-3-{6-oxo-4-[6-(2,2,2-trifluoroethoxy)pyridin-3-yl]-1,6-dihydropyrimidin-2-yl}benzyl)isobutyramide ClC1=C(C(=C(CNC(C(C)C)=O)C=C1)F)C=1NC(C=C(N1)C=1C=NC(=CC1)OCC(F)(F)F)=O